NC=1C=2N(C3=CC(=C(C=C3N1)F)C(=O)N1[C@@H]3[C@H](CCC1)OCC1=NC(=CC=C13)C(F)(F)F)C=NC2 |r| Rac-(4-amino-7-fluoroimidazo[1,5-a]quinoxalin-8-yl)((4aS,10bS)-8-(trifluoromethyl)-2,3,4,4a,6,10b-hexahydro-1H-pyrano[3,2-b:5,4-b']dipyridin-1-yl)methanone